OC1(CCC=2C1=NC(=CC2)NC2=NC(=NC=C2C#N)NC2=CC=C(C=C2)N2C1CN(CC2CC1)C)C 4-[(7-hydroxy-7-methyl-5,6-dihydrocyclopenta[b]pyridin-2-yl)amino]-2-[4-(3-methyl-3,8-diazabicyclo[3.2.1]octan-8-yl)anilino]pyrimidine-5-carbonitrile